C(C=C)(=O)N1[C@H](CN(CC1)C=1C2=C(N=C(N1)OC[C@H]1N(CCC1)C)CN(C2)C(=O)C2=CC=CC1=CC=CC(=C21)C2CC2)CC#N 2-((S)-1-acryloyl-4-(6-(8-cyclopropyl-1-naphthoyl)-2-(((S)-1-methylpyrrolidin-2-yl)methoxy)-6,7-dihydro-5H-pyrrolo[3,4-d]pyrimidin-4-yl)piperazin-2-yl)acetonitrile